C1(=C(C(=CC(=C1)C)C)C(=N)C1=C(C(=C(C(=C1F)F)F)F)F)C mesityl-1-(perfluorophenyl)methanimine